6-(1-((tert-butyldimethylsilyl)oxy)cyclopropyl)-7-(4-fluorobenzyl)-2,3-dihydro-1H-pyrido[2,3-b][1,4]oxazine [Si](C)(C)(C(C)(C)C)OC1(CC1)C=1C(=CC2=C(OCCN2)N1)CC1=CC=C(C=C1)F